CCCCCCCCC=CCCCCCCCC octadeca-9-en